C1(CC1)C=1C(=C(C=C(C1)N1C[C@H](OCC1)C)N1C(C(=CC=C1)CC=1C=NN(C1)CC)=O)F 1-{3-Cyclopropyl-2-fluoro-5-[(2R)-2-methylmorpholine-4-yl]phenyl}-3-[(1-ethyl-1H-pyrazole-4-yl)methyl]pyridine-2(1H)-one